6-methyl-3-(2-{[(3S)-piperidin-3-yl]amino}-5-(trifluoromethyl)pyrimidin-4-yl)-1H,6H,7H-pyrrolo[2,3-c]pyridin-7-one CN1C(C2=C(C=C1)C(=CN2)C2=NC(=NC=C2C(F)(F)F)N[C@@H]2CNCCC2)=O